methyl 4-[[1-(2-[3-[2-(difluoromethoxy)-5-(propan-2-ylsulfanyl)phenyl]-4-[pyrazolo[1,5-a]pyrimidine-3-amido]-1H-pyrazol-1-yl]acetyl)piperidin-4-yl]methyl]piperazine-1-carboxylate FC(OC1=C(C=C(C=C1)SC(C)C)C1=NN(C=C1NC(=O)C=1C=NN2C1N=CC=C2)CC(=O)N2CCC(CC2)CN2CCN(CC2)C(=O)OC)F